CN(CCC1=CNC=2N=C(N=C(C21)OC=2C=C(C=CC2)NC(C=C)=O)NC2=CC=C(C=C2)N2CCN(CC2)C)C N-(3-((5-(2-(dimethylamino)ethyl)-2-((4-(4-methylpiperazin-1-yl)phenyl)amino)-7H-pyrrolo[2,3-d]pyrimidin-4-yl)oxy)phenyl)acrylamide